1-cyclohexyl-2-(4-methoxybenzyl)-1,6-dihydrodipyrrolo[2,3-b:2',3'-d]pyridine C1(CCCCC1)N1C(=CC=2C1=C1C(=NC2)NC=C1)CC1=CC=C(C=C1)OC